CC(CO)CCCC1CCCCC1 2-methyl-5-cyclohexylpentan-ol